(S)-4-methyl-6-(((S)-2-methylazetidin-1-yl)methyl)-2-(1H-pyrazol-4-yl)-5,7-dihydro-3-oxa-1-thia-7-azaacenaphthylen-8(4H)-one C[C@@H]1OC2=C(SC=3C(NC(=C(C1)C32)CN3[C@H](CC3)C)=O)C=3C=NNC3